trans-2-[4-(4-chlorophenyl)-5-(4-pyridin-2-yloxycyclohexyl)-1,2,4-triazol-3-yl]-N,N-dimethylethanamine ClC1=CC=C(C=C1)N1C(=NN=C1[C@@H]1CC[C@H](CC1)OC1=NC=CC=C1)CCN(C)C